2,7-di(4-acetylphenyl)spiro[fluorene-9,9'-xanthene] C(C)(=O)C1=CC=C(C=C1)C1=CC2=C(C=C1)C1=CC=C(C=C1C21C2=CC=CC=C2OC=2C=CC=CC12)C1=CC=C(C=C1)C(C)=O